4-chloro-2-fluoro-N,5-dimethylaniline ClC1=CC(=C(NC)C=C1C)F